C(C)(C)OC1=C(C(=C(C(=N1)[B])OC(C)C)OC(C)C)OC.[Li] lithium triisopropoxy(5-methoxypyridin-2-yl)boron